C(C)(=O)NC1=C(OC(C12CCN(CC2)C(=O)OCCCC)=O)C butyl 4-acetamido-3-methyl-1-oxo-2-oxa-8-azaspiro[4.5]dec-3-ene-8-carboxylate